FC=1C=C(C=NC1)C(CC(=O)OC)=O methyl 3-(5-fluoropyridin-3-yl)-3-oxopropionate